ClC1=NC(=C2N=CN(C2=N1)[C@@H]1SC[C@H]2OC(O[C@H]21)(C)C)Cl 2,6-dichloro-9-[(3aR,4R,6aS)-2,2-dimethyltetrahydrothieno[3,4-d][1,3]dioxol-4-yl]-9H-purine